C(C=C)SCC(=O)C1=CC=C(C=C1)OC 2-allylthio-1-(4-methoxyphenyl)ethane-1-one